ClC1=CN(C2=NC=C(C=C21)C(=O)N2CCCCC2)C2=CC=C(C(=O)N)C=C2 4-(3-chloro-5-(piperidine-1-carbonyl)-1H-pyrrolo[2,3-b]pyridin-1-yl)benzamide